1-Undecanoyl-2-hydroxy-sn-glycero-3-phosphorylcholine C(CCCCCCCCCC)(=O)OC[C@@H](OO)COP(=O)(O)OCC[N+](C)(C)C